(S)-N-((S)-1-cyano-2-(2-fluoro-8-oxo-6,8,9,10-tetrahydroindeno[5,6-c]benzopyran-3-yl)ethyl)-1,4-oxazepan-2-carboxamide hydrochloride Cl.C(#N)[C@H](CC1=CC2=C(C3=C(CO2)C=C2C(CCC2=C3)=O)C=C1F)NC(=O)[C@H]1OCCCNC1